2-(1-(5-Chloro-2-((6-methoxy-2-methyl-1,2,3,4-tetrahydroisoquinolin-7-yl)amino)pyrimidin-4-yl)-1H-indol-3-yl)propanoic acid ClC=1C(=NC(=NC1)NC1=C(C=C2CCN(CC2=C1)C)OC)N1C=C(C2=CC=CC=C12)C(C(=O)O)C